FCC(=O)CF Fluoromethylketon